Iron oxazine O1NC=CC=C1.[Fe]